N-(5-((2-chlorobenzyl)sulfonyl)pyridin-2-yl)-2-cyanoacetamide ClC1=C(CS(=O)(=O)C=2C=CC(=NC2)NC(CC#N)=O)C=CC=C1